3-(6-chloro-5-(4'-(2-morpholinoeth-oxy)-[1,1'-biphenyl]-4-yl)-1H-indazol-3-yl)propanoic acid ClC1=C(C=C2C(=NNC2=C1)CCC(=O)O)C1=CC=C(C=C1)C1=CC=C(C=C1)OCCN1CCOCC1